C(#N)C1(CC1)NS(=O)(=O)C1=CC=C2C3=C(N(C2=C1)C=1SC(=NN1)C(F)F)N=CN=C3C3CCOCC3 N-(1-Cyanocyclopropyl)-9-(5-(difluoromethyl)-1,3,4-thiadiazol-2-yl)-4-(tetrahydro-2H-pyran-4-yl)-9H-pyrimido[4,5-b]indole-7-sulfonamide